FC=1C=C(C=C(C1OC)F)N1C(NC2=C(C1=O)SC=N2)=S 6-(3,5-Difluoro-4-methoxyphenyl)-5-thioxo-5,6-dihydrothiazolo[4,5-d]pyrimidin-7(4H)-one